methyl (2R,4R)-4-((6-chloropyrazin-2-yl) methyl)-2-methylpiperidine-4-carboxylate ClC1=CN=CC(=N1)C[C@@]1(C[C@H](NCC1)C)C(=O)OC